CC(C)(C1=CC(=CC(=C1O)C)C)C1=CC(=CC(=C1O)C)C 6,6'-(propane-2,2-diyl)bis(2,4-dimethylphenol)